C(C)S(=O)(=O)N1[C@H]2CC(C[C@@H]1CCC2)N(C2=NC(=C(C(=N2)NC2=NNC(=C2)C)F)CO[C@@H]2COCC2)C N2-((1R,3s,5S)-9-(ethylsulfonyl)-9-azabicyclo[3.3.1]nonan-3-yl)-5-fluoro-N2-methyl-N4-(5-methyl-1H-pyrazol-3-yl)-6-((((S)-tetrahydrofuran-3-yl)oxy)methyl)pyrimidine-2,4-diamine